Cl.Cl.N1=CC=CC=2CCC[C@@H](C12)N (S)-5,6,7,8-tetrahydroquinolin-8-amine dihydrochloride